CN(NC)CC1=CC=2C(=NC=CC2)N1CCC(NCCOCCOCCC(N(C(C(=O)[O-])C)C)=O)=O 16-(2-((1,2-dimethylhydrazinyl)methyl)-1H-pyrrolo[2,3-b]pyridin-1-yl)-2,3-dimethyl-4,14-dioxo-7,10-dioxa-3,13-diazahexadecan-1-oate